C(C)(C)(C)OC(=O)N1C[C@H](CC1)[C@@H](C(=O)OC(C)(C)C)CC1=C(C=CC=C1)C=C (R)-3-((S)-1-(tert-butoxy)-1-oxo-3-(2-vinylphenyl)propan-2-yl)pyrrolidine-1-carboxylic acid tert-butyl ester